OC1(CC2=C(C=3C(C4=CC=CC(=C4C(C3C(=C2CC1)O)=O)OC)=O)O)C(=O)NCCSSC1=NC=CC=C1 2,5,12-trihydroxy-7-methoxy-6,11-dioxo-N-[2-(2-pyridyldisulfanyl)ethyl]-3,4-dihydro-1H-tetracene-2-carboxamide